6-[2-[[1-[2-(aminomethyl)-3,3-difluoro-allyl]-5-oxo-1,2,4-triazol-4-yl]methyl]benzothiophen-5-yl]-1-methyl-3,4-dihydroquinolin-2-one NCC(CN1N=CN(C1=O)CC=1SC2=C(C1)C=C(C=C2)C=2C=C1CCC(N(C1=CC2)C)=O)=C(F)F